Azetidin-1-yl-4-cyclobutanoxy-6-tetradecylpyrimidin-5-ol N1(CCC1)C1=NC(=C(C(=N1)OC1CCC1)O)CCCCCCCCCCCCCC